ClC1=CN=NC2=CC=C(C=C12)C1=CC=C(C=C1)F 4-chloro-6-(4-fluorophenyl)-cinnoline